(5S)-2-(3-Chloro-4-fluorobenzyl)-3-oxo-2,3,5,6,7,8-hexahydro[1,2,4]triazolo[4,3-a]pyridine-5-carboxylic acid ClC=1C=C(CN2N=C3N([C@@H](CCC3)C(=O)O)C2=O)C=CC1F